5-(benzyloxy)-4-oxo-4H-pyran C(C1=CC=CC=C1)OC=1C(C=COC1)=O